N,N,N-trimethyl-hydroxyethyl-ammonium hydroxide [OH-].C[N+](C)(C)CCO